methanesulfonic acid 2-(dimethoxymethyl)-4-fluoro-5-nitrophenyl ester COC(C1=C(C=C(C(=C1)F)[N+](=O)[O-])OS(=O)(=O)C)OC